C1(=CC=CC=C1)CC(=O)NC1=C(C(=O)OC)C=CC=C1 methyl 2-phenylacetylaminobenzoate